(R)-2-(3-(4-amino-2-oxo-3-(4-phenoxyphenyl)-2,3-dihydro-1H-imidazo[4,5-c]pyridin-1-yl)piperidine-1-carbonyl)-4,4-dimethyl-5-(4-methylpiperazin-1-yl)-5-oxopent-2-enenitrile NC1=NC=CC2=C1N(C(N2[C@H]2CN(CCC2)C(=O)C(C#N)=CC(C(=O)N2CCN(CC2)C)(C)C)=O)C2=CC=C(C=C2)OC2=CC=CC=C2